O=C1C(=C(C1=O)NC1=C(C(=NC=C1)C(=O)N(CC(F)(F)F)C)O)NC1C(CCC=2N=C(SC21)C)(C)C 4-((3,4-dioxo-2-((2,6,6-trimethyl-4,5,6,7-tetrahydrobenzo[d]thiazol-7-yl)amino)cyclobut-1-en-1-yl)amino)-3-hydroxy-N-methyl-N-(2,2,2-trifluoroethyl)picolinamide